FC1=C(C=CC(=C1)C(F)(F)F)CN(C1CNC1)C N-[[2-Fluoro-4-(trifluoromethyl)phenyl]methyl]-N-methyl-azetidin-3-amine